N-(1H-indazol-5-yl)-3-(piperidin-3-yl)propanamide N1N=CC2=CC(=CC=C12)NC(CCC1CNCCC1)=O